FC1=CC=C(C=C1)[C@H]([C@H]1CN2C(C=3N1N=CC(C3O)=O)=NC=C2CO)C2=C(C=CC=C2)C (S)-6-((S)-(4-fluorophenyl)(o-tolyl)methyl)-11-hydroxy-3-(hydroxymethyl)-5,6-dihydro-10H-imidazo[2',1':3,4]pyrazino[1,2-b]pyridazin-10-one